ClC=1C=C(C=C(C1OC=1C=C2C3(C(NC2=CC1)=O)CCC3)Cl)N3N=CC(NC3=O)=O 2-(3,5-dichloro-4-((2'-oxospiro[cyclobutane-1,3'-indoline]-5'-yl)oxy)phenyl)-1,2,4-triazine-3,5(2h,4h)-dione